4-(4-((2-(3-chlorobicyclo[1.1.1]pentan-1-yl)-4,4-dimethylcyclohex-1-en-1-yl)methyl)piperazin-1-yl)benzamide ClC12CC(C1)(C2)C2=C(CCC(C2)(C)C)CN2CCN(CC2)C2=CC=C(C(=O)N)C=C2